4-(4-(4-((5-(tert-butyl)-1,2,4-oxadiazole-3-carboxamido)methyl)-3-methylphenyl)pyrrolo[2,1-f][1,2,4]triazin-6-yl)benzoic acid C(C)(C)(C)C1=NC(=NO1)C(=O)NCC1=C(C=C(C=C1)C1=NC=NN2C1=CC(=C2)C2=CC=C(C(=O)O)C=C2)C